C1(=CC=CC=2C(C3=CC=CC=C3C(C12)=O)=O)S(=O)(=O)[O-] 9,10-anthraquinonesulfonate